1-Isopropyl-2-oxo-1,2-dihydropyrrolo[1,2-b]pyridazine C(C)(C)N1N2C(C=CC1=O)=CC=C2